5-[5-(3-aminocyclobutoxy)-2-methyl-4-pyridyl]-N-(2,6-dimethylpyrimidin-4-yl)pyrazolo[1,5-a]pyridin-2-amine NC1CC(C1)OC=1C(=CC(=NC1)C)C1=CC=2N(C=C1)N=C(C2)NC2=NC(=NC(=C2)C)C